C(C)(=O)NC1=CC(=C(C=C1[N+](=O)[O-])C(C)=O)F 1-(4-acetylamino-2-fluoro-5-nitrophenyl)ethanone